FC1=C(C=C(C=C1C)C1=NC=CC2=CC=C(C=C12)C(C)C)C 1-(4-Fluoro-3,5-Dimethylphenyl)-7-Isopropylisoquinoline